Gamma-(2,3-epoxypropoxy)-propyl-trimethoxysilane C(C1CO1)OCCC[Si](OC)(OC)OC